N[SiH](C)C Amino-dimethylsilane